(8Z)-8-pentadecenylmagnesium bromide C(CCCCCC\C=C/CCCCCC)[Mg]Br